C(C1=CC=CC=C1)(=O)N1C(N(C=CC1=O)C1C(C(C(O1)C=O)O[Si](C)(C)C(C)(C)C)CF)=O 5-(3-benzoyl-2,4-dioxo-3,4-dihydropyrimidin-1(2H)-yl)-3-((tert-butyldimethylsilyl)oxy)-4-(fluoromethyl)tetrahydrofuran-2-carbaldehyde